N-(6-METHOXY-1-METHYL-1H-INDAZOL-7-YL)-N-ETHYL-1-(2-(TRIFLUOROMETHYL)PYRIDIN-4-YL)-1H-PYRAZOLE-4-SULFONAMIDE COC1=CC=C2C=NN(C2=C1N(S(=O)(=O)C=1C=NN(C1)C1=CC(=NC=C1)C(F)(F)F)CC)C